dimethyl-[2-(piperazin-1-yl)ethyl]amine CN(CCN1CCNCC1)C